N-{2-[(4-{[1-(5-{2-[(dimethylamino)methyl]phenyl}thiophen-2-yl)ethyl]amino}-2-methylquinazolin-6-yl)amino]ethyl}acetamide CN(C)CC1=C(C=CC=C1)C1=CC=C(S1)C(C)NC1=NC(=NC2=CC=C(C=C12)NCCNC(C)=O)C